NC(CC[C@H]1CC(N(C1)C(=O)OC(C)(C)C)(C)C)CC=C tert-butyl (4S)-4-(3-aminohex-5-enyl)-2,2-dimethyl-pyrrolidine-1-carboxylate